8-Bromo-1-(3-fluoro-5-methoxy-4-pyridinyl)-7-methoxy-3-methyl-imidazo[4,5-c]quinolin-2-one BrC1=CC=2C3=C(C=NC2C=C1OC)N(C(N3C3=C(C=NC=C3OC)F)=O)C